N-(pyridin-2-yl)-[1,1'-biphenyl]-4-sulfonamide N1=C(C=CC=C1)NS(=O)(=O)C1=CC=C(C=C1)C1=CC=CC=C1